6-chloro-3-(4-hydroxyphenyl)-3-(4-(trifluoromethoxy)phenyl)-1,3-dihydro-2H-pyrrolo[2,3-b]pyridin-2-one ClC1=CC=C2C(=N1)NC(C2(C2=CC=C(C=C2)OC(F)(F)F)C2=CC=C(C=C2)O)=O